FC(C=1C(=NC(=NC1)C1=CC(CC1)O)OCC1=CC=C(C=C1)OC)F 3-(5-(difluoromethyl)-4-((4-methoxybenzyl)oxy)pyrimidin-2-yl)cyclopent-2-en-1-ol